COC(CC1=CNC2=CC=C(C=C12)C1=CC=CC=C1)=O 5-phenyl-indole-3-acetic Acid Methyl Ester